ClC=1C=CC(=C(C1)N1C(=NN=C1C)[C@H]1[C@H](O)[C@H]([C@@H](O)[C@H](O1)CO)N1N=NC(=C1)C=1N=C(SC1)O)C(F)(F)F 5-Chloro-1-{3-{3-deoxy-3-[4-(2-hydroxythiazol-4-yl)-1H-1,2,3-triazol-1-yl]β-D-galactopyranosyl}-5-methyl-4H-1,2,4-triazol-4-yl}-2-(trifluoromethyl)benzene